3-(2-(trifluoromethyl)phenoxy)Pyrrolidine FC(C1=C(OC2CNCC2)C=CC=C1)(F)F